5-Nonene CCCCC=CCCC